1,3-Dihexylimidazolium C(CCCCC)N1C=[N+](C=C1)CCCCCC